2-((2S,4S)-1-acryloyl-4-(6,8-dichloro-7-(2,3-dichlorophenyl)-4-(3-(dimethylamino)azetidin-1-yl)-1H-[1,2,3]triazolo[4,5-c]quinolin-1-yl)piperidin-2-yl)acetonitrile C(C=C)(=O)N1[C@@H](C[C@H](CC1)N1N=NC=2C(=NC=3C(=C(C(=CC3C21)Cl)C2=C(C(=CC=C2)Cl)Cl)Cl)N2CC(C2)N(C)C)CC#N